N1[C@H](CCC1)C(=O)N D-proline-amide